ClC=1C=C(C(=C(C1)C1=NC=NN2C1=CC(=C2)CN2C(N(C=CC2=O)CC(F)(F)F)=O)C[C@@H]2CNCCO2)C (R)-3-((4-(5-chloro-3-methyl-2-(morpholin-2-ylmethyl)phenyl)pyrrolo[2,1-f][1,2,4]triazin-6-yl)methyl)-1-(2,2,2-trifluoroethyl)pyrimidine-2,4(1H,3H)-dione